ethyl (E)-2-(2,6-dimethyl-4-(3-(4-(methylamino)benzofuran-7-yl)-3-oxoprop-1-en-1-yl)phenoxy)-2-methylpropanoate CC1=C(OC(C(=O)OCC)(C)C)C(=CC(=C1)\C=C\C(=O)C1=CC=C(C=2C=COC21)NC)C